C(C)(C)(C)OC(=O)N1C(C2=C(C=CC=C2CC1)C(NC=1SC2=C(N1)C=CC=C2)=O)C 8-(benzo[d]thiazol-2-ylcarbamoyl)-1-methyl-3,4-dihydroisoquinoline-2(1H)-carboxylic acid tert-butyl ester